ClC=1C=C(C=CC1)C(OC(=O)N[C@H](C(=O)N[C@H](C(=O)OC)C[C@H]1C(NCC1)=O)CC1CCCCC1)C1(CC1)C1=CC(=CC=C1)Cl Methyl (2S)-2-((2S)-2-((((3-chlorophenyl)(1-(3-chlorophenyl)cyclopropyl)methoxy)carbonyl)amino)-3-cyclohexylpropanamido)-3-((S)-2-oxopyrrolidin-3-yl)propanoate